1-(3-((5-bromo-3-methylpyrazin-2-yl)oxy)pyrrolidin-1-yl)ethan-1-one BrC=1N=C(C(=NC1)OC1CN(CC1)C(C)=O)C